C(C1=CC=CC=C1)OCC1=NOC(C1)C(=O)N[C@@H](CC(C)C)B1O[C@@]2([C@H](O1)C[C@H]1C([C@@H]2C1)(C)C)C 3-((benzyloxy)methyl)-N-((R)-3-methyl-1-((3aS,4S,6S,7aR)-3a,5,5-trimethylhexahydro-4,6-methanobenzo[d][1,3,2]dioxaborol-2-yl)butyl)-4,5-dihydroisoxazole-5-carboxamide